NC(C(=O)O)(CCCCB(O)O)CCCN1CC(C1)NC(=O)NC1=CC=C(C=C1)F 2-amino-6-borono-2-(3-(3-(3-(4-fluorophenyl)ureido)azetidin-1-yl)propyl)hexanoic acid